4-iodo-2-(tetrahydrothiophen-2-yl)aniline IC1=CC(=C(N)C=C1)C1SCCC1